[1-[7-[1-[2-amino-4-(trifluoromethoxy)benzoyl]-4-piperidyl]-3H-imidazo[4,5-b]pyridin-2-yl]-1-methyl-ethyl] acetate C(C)(=O)OC(C)(C)C1=NC=2C(=NC=CC2C2CCN(CC2)C(C2=C(C=C(C=C2)OC(F)(F)F)N)=O)N1